C(CCC\C=C/CC)OC(CCC(=O)OCCCCN(CCCCOC(CCC(OCCCC\C=C/CC)OCCCC\C=C/CC)=O)CCO)OCCCC\C=C/CC ((2-hydroxyethyl)azanediyl)bis(butane-4,1-diyl) bis(4,4-bis(((Z)-oct-5-en-1-yl)oxy)butanoate)